2,2-bis-(aminophenyl)-propane NC1=C(C=CC=C1)C(C)(C)C1=C(C=CC=C1)N